2-(4-((4-(5-fluoro-1H-indol-3-yl)-3,6-dihydropyridin-1(2H)-yl)methyl)phenoxy)-N-hydroxyacetamide FC=1C=C2C(=CNC2=CC1)C=1CCN(CC1)CC1=CC=C(OCC(=O)NO)C=C1